[I-].FC=1C=C(CCN)C=CC1 m-fluorophenethyl-amine iodide